4-{(1R,3R)-2,2-dimethyl-3-[3-(1-phenylcyclopropyl)-1,2,4-oxadiazol-5-yl]cyclopropyl}benzenesulfonamide CC1([C@@H]([C@H]1C1=NC(=NO1)C1(CC1)C1=CC=CC=C1)C1=CC=C(C=C1)S(=O)(=O)N)C